FC1=C(C=CC=C1)C=1OC2=C(C=C(C=C2C(C1C)=O)C)[C@@H](C)NC=1C(=NC=CC1)C(=NO)N 3-[[(1R)-1-[2-(2-Fluoro-phenyl)-3,6-dimethyl-4-oxo-chromen-8-yl]ethyl]amino]-N'-hydroxy-pyridine-2-carboxamidine